2-(4-methoxy-1-methylpiperidin-4-yl)-5-((2R,5S)-5-methylpiperidin-2-yl)benzo[d]thiazole COC1(CCN(CC1)C)C=1SC2=C(N1)C=C(C=C2)[C@@H]2NC[C@H](CC2)C